N-(3-oxoisoindolin-5-yl)-4-(1H-pyrrolo[2,3-b]pyridin-5-yl)benzo[b]thiophene-2-carboxamide O=C1NCC2=CC=C(C=C12)NC(=O)C1=CC2=C(S1)C=CC=C2C=2C=C1C(=NC2)NC=C1